3-methyl-2-(4-methyl-2-oxopyridin-1(2H)-yl)butanoic acid CC(C(C(=O)O)N1C(C=C(C=C1)C)=O)C